N-(2-((diaminomethylene)amino)ethyl)-4-(((3S,4R)-4-(4-fluorophenyl)piperidin-3-yl)methoxy)benzamide NC(N)=NCCNC(C1=CC=C(C=C1)OC[C@@H]1CNCC[C@H]1C1=CC=C(C=C1)F)=O